3-(6-((8-morpholinooctyl)amino)-2-oxo-benzo[cd]indol-1(2H)-yl)piperidine-2,6-dione O1CCN(CC1)CCCCCCCCNC=1C=2C3=C(C(N(C3=CC1)C1C(NC(CC1)=O)=O)=O)C=CC2